COC1=CC=C(C=C1)CN(C(=O)C1=C(OC=2N=CN=C(C21)NC2(CC2)C)C)CC#C N-[(4-Methoxyphenyl)methyl]-6-methyl-4-[(1-methylcyclopropyl)amino]-N-(prop-2-yn-1-yl)furo[2,3-d]pyrimidine-5-carboxamide